5-((2-(tert-butoxycarbonyl)-1,2,3,4-tetrahydroisoquinolin-6-yl)ethynyl)-3-((4-(methylsulfonyl)phenyl)amino)isoquinoline-6-carboxylic acid C(C)(C)(C)OC(=O)N1CC2=CC=C(C=C2CC1)C#CC1=C2C=C(N=CC2=CC=C1C(=O)O)NC1=CC=C(C=C1)S(=O)(=O)C